2-(4-(tert-butyl)-1H-1,2,3-triazole-1-yl)-N-(4-(6-methoxy-7-((1-methylpiperidin-4-yl)methoxy)quinazolin-4-yl)phenyl)acetamide C(C)(C)(C)C=1N=NN(C1)CC(=O)NC1=CC=C(C=C1)C1=NC=NC2=CC(=C(C=C12)OC)OCC1CCN(CC1)C